water phosphonate P(O)(O)=O.O